C(OC(C)(C)C)(OC=1OC(=NN1)C=1SC(=CC1OCC)C1=NC=NC(=C1)OC)=O tert-butyl (5-(3-ethoxy-5-(6-methoxypyrimidin-4-yl)thiophen-2-yl)-[1,3,4]-oxadiazol-2-yl) carbonate